ClC=1C=CC(=NC1)COC1=NN=C(S1)NC(=O)C=1C=NC(=CC1C1=C(C=CC(=C1)COC1OCCCC1)OC)C N-[5-[(5-chloropyridin-2-yl)methoxy]-1,3,4-thiadiazol-2-yl]-4-[2-methoxy-5-[(oxan-2-yloxy)methyl]phenyl]-6-methylpyridine-3-carboxamide